(R)-α-ethyl-2-oxo-1-pyrrolidineacetic acid C(C)[C@H](C(=O)O)N1C(CCC1)=O